tert-Butyl 5-fluoro-4-(hydroxymethyl)-3,6-dihydropyridine-1(2H)-carboxylate FC1=C(CCN(C1)C(=O)OC(C)(C)C)CO